4-nitro-1-(tetrahydro-2H-pyran-2-yl)-1H-pyrazole-3-carboxylic acid ethyl ester C(C)OC(=O)C1=NN(C=C1[N+](=O)[O-])C1OCCCC1